FC(C1=CC=C(C=N1)C1=C(NC2=NC=C(C=C21)C2=CC=C(CN1CC(CCC1)O)C=C2)CC)F 1-(4-(3-(6-(difluoromethyl)pyridin-3-yl)-2-ethyl-1H-pyrrolo[2,3-b]pyridin-5-yl)benzyl)piperidin-3-ol